CNCCC1=CC(=CC=C1)OCCN1CC2(C1)CCOCC2 N-methyl-2-{3-[2-(7-oxa-2-azaspiro[3.5]non-2-yl)ethoxy]phenyl}ethan-1-amine